N-(3-(2,5-dichlorophenyl)-1H-pyrazol-4-yl)pyrazolo[1,5-a]pyrimidine-3-carboxamide ClC1=C(C=C(C=C1)Cl)C1=NNC=C1NC(=O)C=1C=NN2C1N=CC=C2